7-(bromomethyl)imidazo[1,2-a]pyridine BrCC1=CC=2N(C=C1)C=CN2